The molecule is an indolyl alcohol that is ethanol substituted by a 1H-indol-3-yl group at position 2. It has a role as a Saccharomyces cerevisiae metabolite, an auxin and a plant metabolite. C1=CC=C2C(=C1)C(=CN2)CCO